4-bromo-2,3-dihydroxybenzoic acid ethyl ester C(C)OC(C1=C(C(=C(C=C1)Br)O)O)=O